FC=1C=C(OCCCC2CCN(CC2)C(=O)OC2(COC2)C(F)(F)F)C=C(C1CC(N1CCN(CC1)C[C@@H]([C@H]([C@@H]([C@@H](CO)O)O)O)O)=O)F 3-(trifluoromethyl)oxetan-3-yl 4-(3-(3,5-difluoro-4-(2-oxo-2-(4-((2S,3R,4R,5R)-2,3,4,5,6-pentahydroxyhexyl)piperazin-1-yl)ethyl)phenoxy)propyl)piperidine-1-carboxylate